(±)-N-[2-hydroxy-5-[(1RS)-hydroxy-2-[[(1RS)-2-(4-methoxybenzyl)-1-methylethyl]amino]ethyl]phenyl]carboxamide fumarate dihydrate O.O.C(\C=C\C(=O)O)(=O)O.OC1=C(C=C(C=C1)C[C@H](N[C@@H](CCC1=CC=C(C=C1)OC)C)O)NC=O |r|